ClC1=CC=C(CC(C)N2C=NC=3C2=NC(=CC3NS(=O)(=O)CC)C=3C2=C(C(N(C3)C)=O)NC=C2)C=C1 N-(3-(1-(4-chlorobenzyl)ethyl)-5-(6-methyl-7-oxo-6,7-dihydro-1H-pyrrolo[2,3-c]pyridin-4-yl)-3H-imidazo[4,5-b]pyridin-7-yl)ethanesulfonamide